FC1=CN=C2C(=CC=NC2=C1)O 7-fluoro-1,5-naphthyridin-4-ol